BrC1=C(N=C(S1)N(C(OC(C)(C)C)=O)C(=O)OC(C)(C)C)C1=NC(=CC=C1)C tert-butyl (5-bromo-4-(6-methylpyridin-2-yl)thiazol-2-yl)(tert-butoxycarbonyl)carbamate